C(CC(O)(C(=O)OC(CCC)CCCC)CC(=O)OC(CCC)CCCC)(=O)OC(CCC)CCCC Tri(4-octyl) citrat